F[C@H]1CN(C[C@@H]1O)C(=O)C1=CC(=NC=C1)C(=O)NC1=CC(=CC=C1)[C@@H](CC1=NN=CN1C)C 4-[(3S,4S)-3-fluoro-4-hydroxypyrrolidine-1-carbonyl]-N-[3-[(2R)-1-(4-methyl-4H-1,2,4-triazol-3-yl)propan-2-yl]phenyl]pyridine-2-carboxamide